C(C)(C)C1=C(C=CC=C1)C1=C(N=CC(=N1)NS(=O)(=O)C1=CC=CC=C1)C1=CC(=CC=C1)[C@H]1C[C@H](CC1)OC(F)(F)F N-(6-(2-isopropylphenyl)-5-(3-((1R,3S)-3-(trifluoromethoxy)cyclopentyl)phenyl)pyrazin-2-yl)benzenesulfonamide